4-amino-1-(4-((5-fluoro-2-methoxybenzamido)methyl)phenyl)-3-(1,1,1-trifluoro-2-hydroxypropan-2-yl)-1H-pyrazole-5-carboxamide NC=1C(=NN(C1C(=O)N)C1=CC=C(C=C1)CNC(C1=C(C=CC(=C1)F)OC)=O)C(C(F)(F)F)(C)O